CC=1C=C(C=C(C1CC1=NNC(C(=C1)C1C(CCC1)C)=O)C)N1N=C(C(NC1=O)=O)C(=O)O 2-(3,5-dimethyl-4-((5-(2-methylcyclopentyl)-6-oxo-1,6-dihydropyridazin-3-yl)methyl)phenyl)-3,5-dioxo-2,3,4,5-tetrahydro-1,2,4-triazine-6-carboxylic acid